2-(7-Chlorothieno-[2,3-d]pyridazin-4-yl)-2-[4-fluoro-3-(7-morpholin-4-yl-quinazolin-4-yl)-phenyl]acetamide ClC=1N=NC(=C2C1SC=C2)C(C(=O)N)C2=CC(=C(C=C2)F)C2=NC=NC1=CC(=CC=C21)N2CCOCC2